1-ethyl-3-(2-ethylhexyl)imidazolium lactate C(C(O)C)(=O)[O-].C(C)N1C=[N+](C=C1)CC(CCCC)CC